FC1=C(C=CC(=C1)F)S(=O)(=O)NC=1C(=NC=C(C1)C1=CC=C2C(=NC=NC2=C1)N1CCNCC1)OC 2,4-difluoro-N-(2-methoxy-5-(4-(piperazin-1-yl)quinazolin-7-yl)pyridin-3-yl)benzenesulfonamide